OC1=C(C2=CC=CC=C2C=C1)C1=C(C(=CC2=CC=CC=C12)C=O)OC (R)-2'-hydroxy-2-(methoxyl)-[1,1'-binaphthyl]-3-formaldehyde